COC1=CC=C(C=C1)CN1C2=C(C(C(C1=O)C)=O)COC(C2)(C)C 1-[(4-methoxyphenyl)methyl]-3,7,7-trimethyl-5,8-dihydropyrano[4,3-b]pyridine-2,4-dione